FC1=C(C=C(C=C1)OC=1C(=C2C=CNC2=CC1F)C)C=1NC=C(N1)C1(OCCO1)C=1C=C(C=CC1)CCC(=O)O 3-(3-(2-(2-(2-fluoro-5-((6-fluoro-4-methyl-1H-indol-5-yl)oxy)phenyl)-1H-imidazol-4-yl)-1,3-dioxolan-2-yl)phenyl)propanoic acid